Br.FC=1C=C(CN)C=CC1 3-fluorobenzylamine hydrobromide